2-(1-(5-((5-Chloro-4-fluoro-2,3-dihydro-1H-inden-2-yl)amino)pyridin-2-yl)-2,2,2-trifluoroethyl)-8-(methylsulfonyl)-2,8-diazaspiro[4.5]decan-1-one ClC=1C(=C2CC(CC2=CC1)NC=1C=CC(=NC1)C(C(F)(F)F)N1C(C2(CC1)CCN(CC2)S(=O)(=O)C)=O)F